IC=1C=C(C2=C(C(=CS2)CC(F)(F)F)C1)C(=O)OC Methyl 5-iodo-3-(2,2,2-trifluoroethyl)benzothiophene-7-carboxylate